N1C(=O)N=C(N)C=C1 trans-cytosin